CN1C2=C(C=3C=CC(=CC13)C=1C=C(C(=NC1)C#CCN1CCN(CC1)C(=O)OC(C)(C)C)C(F)(F)F)C=NC=C2 tert-butyl 4-(3-(5-(5-methyl-5H-pyrido[4,3-b]indol-7-yl)-3-(trifluoromethyl)pyridin-2-yl)prop-2-yn-1-yl)piperazine-1-carboxylate